methyl 2-bromo-1-methyl-1H-imidazole-4-carboxylate BrC=1N(C=C(N1)C(=O)OC)C